C(CCCCCCCCCCCCCCCCC)C(OP(=O)([O-])O)C[N+](C)(C)C octadecyl-phosphocholine